NC=1C2=C(C(NN1)=O)N(C=C2C2=CC=C(CNC(C1=C(C=CC(=C1)F)OC)=O)C=C2)[C@H]2CN(CC2)S(=O)(=O)C2CC2 (R)-N-(4-(4-amino-1-(1-(cyclopropylsulfonyl)pyrrolidin-3-yl)-7-oxo-6,7-dihydro-1H-pyrrolo[2,3-d]pyridazin-3-yl)benzyl)-5-fluoro-2-methoxybenzamide